5-(2-methyl-1,3-oxazol-5-yl)pyridin-3-ol CC=1OC(=CN1)C=1C=C(C=NC1)O